C(C)N1[C@@H](CCC1)C(=O)N (S)-1-ethylpyrrolidine-2-carboxamide